(4-chlorophenyl)-1-hydroxy-4-methyl-1H-imidazole-5-carboxylic acid ClC1=CC=C(C=C1)C=1N(C(=C(N1)C)C(=O)O)O